(S)-3-(6-methoxypyridin-3-yl)-5-oxo-5-(3-(2-(5,6,7,8-tetrahydro-1,8-naphthyridin-2-yl)ethyl)azetidin-1-yl)pentanoic acid COC1=CC=C(C=N1)[C@H](CC(=O)O)CC(N1CC(C1)CCC1=NC=2NCCCC2C=C1)=O